C(C)(C)(C)[S@@](=O)N[C@H](C)C=1C(=C(C=CC1)C(C1CC2CCC(C1)N2C(=O)OC(C)(C)C)(F)F)F tert-butyl 3-((3-((R)-1-(((R)-tert-butylsulfinyl)amino)ethyl)-2-fluorophenyl)difluoromethyl)-8-azabicyclo[3.2.1]octane-8-carboxylate